tert-Butyl 7-benzyl-7-hydroxy-2-azaspiro[3.5]nonane-2-carboxylate C(C1=CC=CC=C1)C1(CCC2(CN(C2)C(=O)OC(C)(C)C)CC1)O